Ethyl 5-[6-({5-[6-cyclopropyl-5-(trifluoromethyl)pyridin-3-yl]-7-({[1-(methoxymethyl)cyclopentyl]methyl}(methyl)amino)-1H-imidazo[4,5-b]pyridin-2-yl} carbamoyl)pyridin-3-yl]pentanoate C1(CC1)C1=C(C=C(C=N1)C1=CC(=C2C(=N1)N=C(N2)NC(=O)C2=CC=C(C=N2)CCCCC(=O)OCC)N(C)CC2(CCCC2)COC)C(F)(F)F